benzopyrano[3,4-d]imidazol-4(1H)-one N1C=NC2=C1C1=C(OC2=O)C=CC=C1